NC1=NN(C=C1C=1C=C2CCNC(C2=CC1)=O)C=1C=C(C=CC1)NC(\C=C\C)=O (E)-N-(3-(3-amino-4-(1-oxo-1,2,3,4-tetrahydroisoquinolin-6-yl)-1H-pyrazol-1-yl)phenyl)but-2-enamide